(trans)-ethyl 4-(2-chloro-3,4-difluorophenyl)-6-(4-(4-(ethoxycarbonyl)-1H-pyrazol-1-yl)cyclohexyl)-2-(thiazol-2-yl)-1,4-dihydropyrimidine-5-carboxylate ClC1=C(C=CC(=C1F)F)C1N=C(NC(=C1C(=O)OCC)[C@@H]1CC[C@H](CC1)N1N=CC(=C1)C(=O)OCC)C=1SC=CN1